2-(5-((R or S)-1-(((R)-((R)-8-cyano-1,2,3,4-tetrahydroquinoxalin-2-yl)(phenyl)methyl)amino)propan-2-yl)thiophen-3-yl)acetic acid C(#N)C=1C=CC=C2NC[C@@H](NC12)[C@@H](C1=CC=CC=C1)NC[C@@H](C)C1=CC(=CS1)CC(=O)O |o1:21|